4-(3-(cyclopropylmethoxy)-4-(difluoromethoxy)phenyl)-2-(hydroxymethyl)pyrrolidine-1-carboxamide C1(CC1)COC=1C=C(C=CC1OC(F)F)C1CC(N(C1)C(=O)N)CO